Cl.C(C)C=1C(NC2=CC(=CN=C2C1)CN1CCNCC1)=O 3-ethyl-7-[(piperazin-1-yl)methyl]-1,2-dihydro-1,5-naphthyridin-2-one hydrochloride salt